NC=1N=C(C2=C(N1)C=NN2CC2=CC(=C(C=C2OC)N2CCN(CC2)C(CBr)=O)F)NCCCC 1-(4-(4-((5-amino-7-(butylamino)-1H-pyrazolo[4,3-d]pyrimidin-1-yl)methyl)-2-fluoro-5-methoxyphenyl)-piperazin-1-yl)-2-bromoethan-1-one